[N+](=O)([O-])C(=C)C 2-nitropropene